5,7-DIHYDROXY-2-(3,4,5-TRIHYDROXYPHENYL)-4H-CHROMEN-4-ONE OC1=C2C(C=C(OC2=CC(=C1)O)C1=CC(=C(C(=C1)O)O)O)=O